ClCCN1C=CC2=C(C=CC=C12)CN1CCC(CC1)N1CCCC1 1-(2-chloroethyl)-4-{[4-(pyrrolidin-1-yl)piperidin-1-yl]methyl}-1H-indol